ClC1=NN2C(N=CC3=C2C2(OCC2)CC3C(=O)[O-])=C1 2-chloro-6,7-dihydrospiro[cyclopenta[e]pyrazolo[1,5-a]pyrimidine-8,2'-oxetane]-6-carboxylate